N-(4'-((2-(1,1-difluoroethyl)-6-methylpyrimidin-4-yl)amino)-6-(methoxymethyl)-[2,3'-bipyridyl]-6'-yl)acetamide FC(C)(F)C1=NC(=CC(=N1)NC1=C(C=NC(=C1)NC(C)=O)C1=NC(=CC=C1)COC)C